(2S,4S)-N-((R)-1-(4-carbamimidoylthiophen-2-yl)ethyl)-1-((4-phenoxybutanoyl)glycyl)-4-phenylpyrrolidine-2-carboxamide C(N)(=N)C=1C=C(SC1)[C@@H](C)NC(=O)[C@H]1N(C[C@@H](C1)C1=CC=CC=C1)C(CNC(CCCOC1=CC=CC=C1)=O)=O